FC(COC1=C(C=C(C(=N1)F)N)F)F 6-(2,2-Difluoroethoxy)-2,5-difluoropyridin-3-amine